FC(C(=O)O)(F)F.N1=C(C=NC=C1)NC(=N)N 1-(Pyrazin-2-yl)guanidine 2,2,2-trifluoroacetate